BrC1=CN(C=2N=CN=C(C21)OC)C2=NC=CC(=C2)Cl 5-bromo-7-(4-chloropyridin-2-yl)-4-methoxy-7H-pyrrolo[2,3-d]pyrimidine